(2-(2-(difluoromethoxy)-7-methylquinoxalin-5-yl)benzo[d]thiazol-7-yl)methanamine FC(OC1=NC2=CC(=CC(=C2N=C1)C=1SC2=C(N1)C=CC=C2CN)C)F